sodium 1-(trifluoromethyl) cyclopropane-1-sulfinate C1(CC1)S(=O)OC(F)(F)F.[Na]